C(CCCCCCCCCCCCCCCCCCCCCCCCCCCCCCCC)(=O)OCCCCCCCCCCCCCCCCCCCCCCCC lignoceryl tritriacontanoate